CS(=O)(=O)NC1=CC=CC=C1 2-methanesulfonamidobenzene